(2-amino-6,7-dihydro-5H-cyclopenta[b]pyridin-5-yl)-3-((2R,4S)-4-(4-fluorobenzyl)pyrrolidine-2-carbonyl)-3-azabicyclo[3.1.0]hexane-2-carboxamide NC1=CC=C2C(=N1)CCC2C21C(N(CC1C2)C(=O)[C@@H]2NC[C@H](C2)CC2=CC=C(C=C2)F)C(=O)N